ClC=1C=CC(=C(C1)C1=C2C(=NC=C1)C(=CS2)C(=O)O)OCCN2C(=NC1=CC(=C(C(=C1C2=O)C#N)OC(F)F)CN(C)C)C 7-(5-chloro-2-(2-(5-cyano-6-(difluoromethoxy)-7-((dimethylamino)methyl)-2-methyl-4-oxoquinazolin-3(4H)-yl)ethoxy)phenyl)thieno[3,2-b]pyridine-3-carboxylic acid